chloro-3-(5-methoxy-2-(1-methyl-1H-imidazol-2-yl)pyridin-4-yl)-3-methylindolin-2-one ClN1C(C(C2=CC=CC=C12)(C)C1=CC(=NC=C1OC)C=1N(C=CN1)C)=O